FC(CO)COC1=NN(C(=C1[N+](=O)[O-])C)C=1C(=NC=C(C1)F)OC 2-fluoro-3-((1-(5-fluoro-2-methoxypyridin-3-yl)-5-methyl-4-nitro-1H-pyrazol-3-yl)oxy)propan-1-ol